BrC=1C=C2C(CC3(CCOCC3)C2=CC1)OC1=C(C=CC=C1)CC(=O)[O-] 2-((5-bromo-2,2',3,3',5',6'-hexahydrospiro[indene-1,4'-pyran]-3-yloxy)phenyl)acetate